BrC=1C=C2C(=C(N1)Br)OC(=C2)C(=O)N 5,7-dibromofuro[2,3-c]pyridine-2-carboxamide